ICC12OC(C(C1)(C2)C(=O)OC)(C)C methyl 1-(iodomethyl)-3,3-dimethyl-2-oxabicyclo[2.1.1]hexane-4-carboxylate